N(C1=CC=CC=C1)C=1NC(/C(/N1)=C/C=1C=C2C=NNC2=CC1)=O (4Z)-2-anilino-4-(1H-indazol-5-ylmethylene)-1H-imidazol-5-one